((4-(tert-butyl)pyridin-2-yl)methyl)phosphonic acid diethyl ester C(C)OP(OCC)(=O)CC1=NC=CC(=C1)C(C)(C)C